2-(4-chlorophenyl-amino)-4-(4-tert-butylaminopiperidin-1-yl)-quinoline ClC1=CC=C(C=C1)NC1=NC2=CC=CC=C2C(=C1)N1CCC(CC1)NC(C)(C)C